2-(ethoxymethyl)benzene C(C)OCC1=CC=CC=C1